C1(CC1)SC1=C2C=CNC2=C(C(=C1OC=1C=CC(=C(C1)C=1NC=C(N1)[C@]1(CCOC2=C(C=CC=C12)CCC(=O)OCC)C)F)F)F ethyl 3-[(4S)-4-[2-[5-[(4-cyclopropylsulfanyl-6,7-difluoro-1H-indol-5-yl)oxy]-2-fluoro-phenyl]-1H-imidazol-4-yl]-4-methyl-chroman-8-yl]propanoate